FC1=NC(=CC=C1C=O)F 2,6-difluoropyridine-3-formaldehyde